2-(2,6-Dichlorophenyl)-9-(2-hydroxypropan-2-yl)imidazo[2,1-f][1,6]naphthyridine-3-carboxamide ClC1=C(C(=CC=C1)Cl)C=1N=C2C=3C=C(C=NC3C=CN2C1C(=O)N)C(C)(C)O